FC(CN1CCC(CC1)C=1C=C2CN(C(C2=CC1)=O)C1C(NC(CC1)=O)=O)F 3-(5-(1-(2,2-difluoroethyl)piperidin-4-yl)-1-oxoisoindolin-2-yl)piperidine-2,6-dione